C1NCCC2=CC(=CC=C12)C(=O)[O-] 3,4-dihydro-1H-isoquinoline-6-carboxylate